COC1=C(C(=CC(=C1)C(F)(F)F)C)C1=NC=2C(=NC=C(N2)N2CCOCC2)N1C 4-[2-[2-methoxy-6-methyl-4-(trifluoromethyl)phenyl]-1-methyl-imidazo[4,5-b]pyrazin-5-yl]morpholine